9-(4-((1-(3-Fluoropropyl)azetidin-3-yl)methyl)phenyl)-8-(2-(trifluoromethyl)phenyl)-6,7-dihydro-5H-benzo[7]annulen FCCCN1CC(C1)CC1=CC=C(C=C1)C1=C(CCCC2=C1C=CC=C2)C2=C(C=CC=C2)C(F)(F)F